C(C=C)(=O)N1C[C@H](CC1)N1N=C(C(=C1NC)C(=O)N)C#CC=1C=CC2=C(NC(=N2)C)C1 (S)-1-(1-acryloylpyrrolidin-3-yl)-3-((2-methyl-1H-benzo[d]imidazol-6-yl)ethynyl)-5-(methylamino)-1H-pyrazole-4-carboxamide